2-((S)-3-((3,3-difluoropropyl)(5-(5,6,7,8-tetrahydro-1,8-naphthyridin-2-yl)pentyl)amino)pyrrolidin-1-yl)-2-(3-fluoro-5-isopropyl-2-methoxyphenyl)acetic acid FC(CCN([C@@H]1CN(CC1)C(C(=O)O)C1=C(C(=CC(=C1)C(C)C)F)OC)CCCCCC1=NC=2NCCCC2C=C1)F